CN(N(C(=O)O[C@H]1C[C@H](CC1)C1=NN(C(=C1)NC(COC1=C(C(=CC(=C1)OC)O)C=O)=O)C(C)(C)C)C)C(=O)OC(C)(C)C 1-(tert-butyl) 2-((1R,3S)-3-(1-(tert-butyl)-5-(2-(2-formyl-3-hydroxy-5-methoxyphenoxy)acetamido)-1H-pyrazol-3-yl)cyclopentyl) 1,2-dimethylhydrazine-1,2-dicarboxylate